O1CC(=CC=C1)C(N)=N pyran-3-carboximidamide